C(C)(C)C1=CC=C(C=C1)CC(C)C1OCC2N1C(OC2)C(CC2=CC=C(C=C2)C(C)C)C (±)-3,5-bis(1-(4-isopropylphenyl)propan-2-yl)dihydro-1H,3H,5H-oxazolo[3,4-c]oxazole